(3R,5S)-3,5-Dimethyl-4-(3-(4-(4-(tetrahydro-2H-pyran-4-yl)piperazin-1-yl)phenyl)-1H-pyrazolo[4,3-d]pyrimidin-5-yl)piperazin C[C@@H]1CNC[C@@H](N1C=1N=CC2=C(N1)C(=NN2)C2=CC=C(C=C2)N2CCN(CC2)C2CCOCC2)C